2-chloro-1-(4-(difluoromethyl)-2-fluorophenyl)-ethan-1-one ClCC(=O)C1=C(C=C(C=C1)C(F)F)F